benzyl (R)-(5-methyl-2,3-dihydrothiophen-3-yl)carbamate CC1=C[C@H](CS1)NC(OCC1=CC=CC=C1)=O